1-methyl-6-((5-(3-(4-(trifluoromethyl)phenyl)-1,2,4-oxadiazol-5-yl)pyrazin-2-yl)oxy-1H-indol-2-yl)(4-(4-(trifluoromethyl)benzoyl)piperazin-1-yl)methanone CC(=O)N1CCN(CC1C=1N(C2=CC=CC=C2C1)OC1=NC=C(N=C1)C1=NC(=NO1)C1=CC=C(C=C1)C(F)(F)F)C(C1=CC=C(C=C1)C(F)(F)F)=O